BrC=1C(=C(OC2CC3(C2)CCN(CC3)CC(=O)OCC)C=CC1)C(F)(F)F ethyl 2-[2-[3-bromo-2-(trifluoromethyl)phenoxy]-7-azaspiro[3.5]nonan-7-yl]acetate